CS(=O)(=NCC=1N=C2N(C=C(C=C2)C2=NOC(=N2)C(F)(F)F)C1)C1=CC=C(C=C1)OC(F)(F)F methyl(4-(trifluoromethoxy)phenyl)(((6-(5-(trifluoromethyl)-1,2,4-oxadiazol-3-yl)imidazo[1,2-a]pyridin-2-yl)methyl)imino)-λ6-sulfanone